methyl-5-cyclopropyl-N-(2-fluorophenyl)pyridine Tert-butyl-((1R,3S)-3-((5-chloro-4-(5,6,7,8-tetrahydro-4H-pyrazolo[1,5-a]azepin-3-yl)pyridin-2-yl)carbamoyl)cyclohexyl)carbamate C(C)(C)(C)N(C(O)=O)[C@H]1C[C@H](CCC1)C(NC1=NC=C(C(=C1)C=1C=NN2C1CCCCC2)Cl)=O.CC2N(C=C(C=C2)C2CC2)C2=C(C=CC=C2)F